1,2-dilinoleyloxy-3-dimethylaminopropaneN C(CCCCCCC\C=C/C\C=C/CCCCC)OC=C(CN(C)C)OCCCCCCCC\C=C/C\C=C/CCCCC